tert-butyl (3-fluoro-4-(4-formylcyclohexyl)phenyl)carbamate FC=1C=C(C=CC1C1CCC(CC1)C=O)NC(OC(C)(C)C)=O